2-cyclopropyl-5-[4-(4,4,5,5-tetramethyl-1,3,2-dioxaborolan-2-yl)-3,6-dihydro-2H-pyran-6-yl]oxazole C1(CC1)C=1OC(=CN1)C1C=C(CCO1)B1OC(C(O1)(C)C)(C)C